N-(2-methyl-5-(2-((S)-2-methylazetidin-1-yl)-6,7-dihydro-5H-cyclopenta[d]pyrimidin-4-yl)-2,3-dihydro-1H-inden-1-yl)methanesulfonamide CC1C(C2=CC=C(C=C2C1)C=1C2=C(N=C(N1)N1[C@H](CC1)C)CCC2)NS(=O)(=O)C